2-(3-(5-Amino-6-(1H-pyrazol-1-yl)pyrazin-2-yl)-4-methylphenyl)-3,3,3-trifluoropropane-1,2-diol, trifluoroacetate Salt FC(C(=O)O)(F)F.NC=1N=CC(=NC1N1N=CC=C1)C=1C=C(C=CC1C)C(CO)(C(F)(F)F)O